P(=O)(O)(O)O.NCCC1=CNC=N1 histamine-phosphate